L-2-ethylhexyl sulfate sodium salt [Na+].S(=O)(=O)(OCC(CCCC)CC)[O-]